O1C=CC2=C1C=CC(=C2)C=CC(=O)C2=C(C=C(C=C2CC2OC(C(C(C2O)O)O)CO)C)OC 3-(1-Benzofuran-5-yl)-1-[2-methoxy-4-methyl-6-[[3,4,5-trihydroxy-6-(hydroxymethyl)oxan-2-yl]methyl]phenyl]prop-2-en-1-one